5-[3,5-dimethoxy-4-(4-piperidylidenemethyl)phenyl]-1,3,4-trimethyl-pyridin-2-one COC=1C=C(C=C(C1C=C1CCNCC1)OC)C=1C(=C(C(N(C1)C)=O)C)C